5-(4-methylbenzene-1-sulfonyl)-N-[(6-methylpyridazin-3-yl)methyl]thiophene-2-carboxamide CC1=CC=C(C=C1)S(=O)(=O)C1=CC=C(S1)C(=O)NCC=1N=NC(=CC1)C